CN1C(CCC1)=O N-methylpyrrolidine-2-one